NC1=NC=NN2C1=C(N=C2C(C)C)C=2NC1=CC(=CC=C1C2Cl)C(=O)OC Methyl 2-(4-amino-7-isopropylimidazo[5,1-f][1,2,4]triazin-5-yl)-3-chloro-1H-indole-6-carboxylate